6-bromo-4-isopropylquinolin-2(1H)-one BrC=1C=C2C(=CC(NC2=CC1)=O)C(C)C